(henicosan-11-yloxy)-3-pentadecylbenzene CCCCCCCCCCC(CCCCCCCCCC)OC1=CC(=CC=C1)CCCCCCCCCCCCCCC